OC(CCN1CCN(CC1)C=1C=C2CN(C(C2=CC1)=O)C1C(NC(CC1)=O)=O)(CCOC1=CC=C(C=C1)\C(=C(\CC)/C1=CC=CC=C1)\C1=CC=C(C=C1)O)C (Z)-3-(5-(4-(3-hydroxy-5-(4-(1-(4-hydroxyphenyl)-2-phenylbut-1-en-1-yl)phenoxy)-3-methylpentyl)piperazin-1-yl)-1-oxoisoindolin-2-yl)piperidine-2,6-dione